FC(C1=CC=C(COC2=CC=C(C3=C2OCO3)CN[C@H](C(=O)N)C)C=C1)(F)F (S)-2-{[7-(4-trifluoromethylbenzyloxy)benzo[d][1,3]dioxol-4-yl]methylamino}propanamide